1-[4-(4-Chlorophenyl)piperidin-1-yl]-2-{3-[(2R,6S)-2,6-dimethylmorpholin-4-carbonyl]-5,6-dihydrocyclopenta[c]pyrazol-1(4H)-yl}ethan-1-on ClC1=CC=C(C=C1)C1CCN(CC1)C(CN1N=C(C2=C1CCC2)C(=O)N2C[C@H](O[C@H](C2)C)C)=O